2-((4-(2-(4-chlorophenoxy)acetyl)piperazin-1-yl)methyl)-3-(2-isopropoxy-5-(2-(piperazin-1-yl)acetyl)phenyl)quinazolin-4(3H)-one ClC1=CC=C(OCC(=O)N2CCN(CC2)CC2=NC3=CC=CC=C3C(N2C2=C(C=CC(=C2)C(CN2CCNCC2)=O)OC(C)C)=O)C=C1